[Si](C1=CC=CC=C1)(C1=CC=CC=C1)(C(C)(C)C)OCCC=1C(=CC=C2C=C(C=C(C12)O)OCOC)F 8-(2-((tert-butyldiphenylsilyl)oxy)ethyl)-7-fluoro-3-(methoxymethoxy)naphthalen-1-ol